2-methylpropane-1,3-diol formic acid salt C(=O)O.CC(CO)CO